C1=CC(=CC2=NC3=CC=CC=C3C=C12)C=1SC=C(N1)C(=O)NCC1=NC=CC=C1Cl 2-(acridin-3-yl)-N-[(3-chloropyridin-2-yl)methyl]-1,3-thiazole-4-carboxamide